NC1=NC=2C=C(C(=CC2C2=C1C=NN2C)C(=O)N(C)[C@@H]2COC1=C2C(=CC(=C1)C(F)(F)F)F)F 4-amino-7-fluoro-N-((3S)-4-fluoro-6-(trifluoromethyl)-2,3-dihydro-1-benzofuran-3-yl)-N,1-dimethyl-1H-pyrazolo[4,3-c]quinoline-8-carboxamide